3-[3-(4-aminoanilino)pyrazin-2-yl]-4H-1,2,4-oxadiazol-5-one NC1=CC=C(NC=2C(=NC=CN2)C2=NOC(N2)=O)C=C1